FC1=C(C(N)=S)C=C(C(=C1OC)F)F 2,4,5-trifluoro-3-methoxybenzothiamide